FC=1C=CC(=C(CN2C(=NC3=NC=C(C=C32)N3C=CC=2N=CN=C(C23)OC)C)C1)OC 1-(5-fluoro-2-methoxybenzyl)-6-(4-methoxy-5H-pyrrolo[3,2-d]pyrimidin-5-yl)-2-methyl-1H-imidazo[4,5-b]pyridine